C(CCCCC)(=O)OC(C)(C=C)CCC=C(C)C LINALYL HEXANOATE